2-({[4-(4-Chloro-3-fluorophenyl)phenyl]methyl}(2,2-dimethylpropyl)amino)pyrimidine-4-carbonitrile ClC1=C(C=C(C=C1)C1=CC=C(C=C1)CN(C1=NC=CC(=N1)C#N)CC(C)(C)C)F